(R)-5-((((3'-chloro-2'-(2-chloro-3-((2-fluoro-3-(((((S)-oxetan-2-yl)methyl)amino)methyl)phenyl)amino)phenyl)-6-methoxy-[2,4'-bipyridin]-5-yl)methyl)amino)methyl)pyrrolidin-2-one ClC=1C(=NC=CC1C1=NC(=C(C=C1)CNC[C@H]1CCC(N1)=O)OC)C1=C(C(=CC=C1)NC1=C(C(=CC=C1)CNC[C@H]1OCC1)F)Cl